C1(CC1)C(=O)N1[C@H](CCC1)C(=O)O (cyclopropanecarbonyl)-D-proline